FC=1C=C(CNC(=O)C=2SC(=CC2)C2C(=C(NC3=C2C(N2CCC[C@@H]32)=O)CCOC(C)C)C=3OC(=NN3)C)C=CC1F N-(3,4-difluorobenzyl)-5-((9aS)-2-(2-isopropoxyethyl)-3-(5-methyl-1,3,4-oxadiazol-2-yl)-5-oxo-1,5,7,8,9,9a-hexahydro-4H-pyrido[2,3-a]pyrrolizin-4-yl)thiophene-2-carboxamide